(4-(Methyl((trans)-4-((N-methylsulfamoyl) methyl)cyclohexyl)amino)-7H-pyrrolo[2,3-d]pyrimidin-7-yl)methyl 2-((3-chloro-2-methylphenyl)amino)benzoate ClC=1C(=C(C=CC1)NC1=C(C(=O)OCN2C=CC3=C2N=CN=C3N([C@@H]3CC[C@H](CC3)CS(NC)(=O)=O)C)C=CC=C1)C